C[Si](CCOCN1C(=NC=C1)C(=O)N)(C)C 1-(2-trimethylsilylethoxymethyl)imidazole-2-carboxamide